FC1=CC(=C(OC=2C(=NC=NC2)N2CC3(CNC3)CC2)C=C1)C=1C(=NC=NC1)C(C)C 6-(5-(4-fluoro-2-(4-isopropylpyrimidin-5-yl)phenoxy)pyrimidin-4-yl)-2,6-diazaspiro[3.4]octane